(R)-2-(benzo[d]thiazol-2-ylamino)-4-(2-hydroxyethylamino)-6-(pyrrolidin-3-ylamino)-1,3,5-triazine S1C(=NC2=C1C=CC=C2)NC2=NC(=NC(=N2)NCCO)N[C@H]2CNCC2